2-(2-Cyclopentyl-5-oxopyrazolo[1,5-a]pyrido[3,2-e]pyrimidin-4(5H)-yl)-N-(5-fluoropyridin-2-yl)acetamide C1(CCCC1)C1=NN2C(N(C(C3=C2N=CC=C3)=O)CC(=O)NC3=NC=C(C=C3)F)=C1